FC(C1=C(C(=CC(=C1)C(F)(F)F)N1CCCC1)O)(F)F 2,4-bis(trifluoromethyl)-6-(pyrrolidin-1-yl)phenol